4-[(3S)-1,2-oxazolidin-3-yl]Benzonitrile O1N[C@@H](CC1)C1=CC=C(C#N)C=C1